2-chloro-5-(3-cyclopropyl-phenoxy)-N-[2-(4-methoxyphenyl)ethyl]pyridine-4-carboxamide ClC1=NC=C(C(=C1)C(=O)NCCC1=CC=C(C=C1)OC)OC1=CC(=CC=C1)C1CC1